N-ethyl-2-(6-oxo-3-(4-(trifluoromethoxy)phenyl)pyridazin-1(6H)-yl)acetamide C(C)NC(CN1N=C(C=CC1=O)C1=CC=C(C=C1)OC(F)(F)F)=O